[4-(4-piperidyl)phenyl]piperidine-2,6-dione TFA salt OC(=O)C(F)(F)F.N1CCC(CC1)C1=CC=C(C=C1)N1C(CCCC1=O)=O